N2-[2-(dimethylamino)ethyl]-N5-(6-{8-methyl-1H,2H,3H-pyrido[2,3-b][1,4]oxazin-7-yl}-5,6,7,8-tetrahydro-2,6-naphthyridin-3-yl)pyridine-2,5-diamine CN(CCNC1=NC=C(C=C1)NC=1N=CC=2CCN(CC2C1)C1=C(C2=C(OCCN2)N=C1)C)C